[4-(3,5-dimethoxyphenyl)thiazol-2-yl]-4-morpholino-benzamide COC=1C=C(C=C(C1)OC)C=1N=C(SC1)C1=C(C(=O)N)C=CC(=C1)N1CCOCC1